The molecule is a dimethylpyrimido[4,5-b][1,4]benzodiazepin-6-one carrying at C-2 on the pyrimidine ring a [2-ethoxy-4-(4-hydroxypiperidin-1-yl)phenyl]amino substituent. It is an inhibitor of the BMK1 kinase pathway. It has a role as a protein kinase inhibitor. CCOC1=C(C=CC(=C1)N2CCC(CC2)O)NC3=NC=C4C(=N3)N(C5=CC=CC=C5C(=O)N4C)C